((2-(2-amino-4-oxo-4,7-dihydro-3H-pyrrolo[2,3-d]pyrimidin-6-yl)ethoxy)sulfonyl)benzoic acid NC=1NC(C2=C(N1)NC(=C2)CCOS(=O)(=O)C2=C(C(=O)O)C=CC=C2)=O